tetraglycerine dioleate C(CCCCCCC\C=C/CCCCCCCC)(=O)O.C(CCCCCCC\C=C/CCCCCCCC)(=O)O.OCC(O)CO.OCC(O)CO.OCC(O)CO.OCC(O)CO